7-(1H-indazol-5-yl)-2-methyl-8,9,10,11-tetrahydro-3H-pyrrolo[3,2-a]phenanthridine N1N=CC2=CC(=CC=C12)C1=NC2=CC=C3C(=C2C=2CCCCC12)C=C(N3)C